C(C)(C)(C)P(C1=C(C=CC=C1)C1=CC=CC=C1)C(C)(C)C di-tert-butyl-(2-phenylphenyl)phosphine